C(C)C=1N=C2N(C=C(C=C2F)N2CCNCC2)C1N(C=1SC(=C(N1)C1=CC=C(C=C1)F)C#N)C 2-[(2-Ethyl-8-fluoro-6-piperazin-1-yl-imidazo[1,2-a]pyridin-3-yl)-methyl-amino]-4-(4-fluoro-phenyl)-thiazole-5-carbonitrile